COC=1C=C(OC2=NC=CC=C2C2=CC(=NC=C2)OC)C=C(C1)OC 2-(3,5-dimethoxyphenoxy)-2'-methoxy-3,4'-bipyridine